COC(C1=CN=C(C(=C1)[N+](=O)[O-])C1=CC2=CC=CC=C2C=C1C(=O)OC)=O Methyl-6-(3-(methoxycarbonyl) naphthalen-2-yl)-5-nitronicotinate